imidazole-2-carboxylic acid N1C(=NC=C1)C(=O)O